6-(cyclopropanecarboxamido)-4-((3-(6-(1-ethoxyvinyl)pyridazin-3-yl)-2-methoxyphenyl)amino)-N-trideuteromethylpyridazine-3-carboxamide C1(CC1)C(=O)NC1=CC(=C(N=N1)C(=O)NC([2H])([2H])[2H])NC1=C(C(=CC=C1)C=1N=NC(=CC1)C(=C)OCC)OC